4-(6-(4-(3,4-dimethoxybenzyl)-2-(2-isopropylphenyl)piperazin-1-yl)-2-azaspiro[3.3]Heptane-2-yl)benzoic acid COC=1C=C(CN2CC(N(CC2)C2CC3(CN(C3)C3=CC=C(C(=O)O)C=C3)C2)C2=C(C=CC=C2)C(C)C)C=CC1OC